2-(difluoromethyl)-7-methyl-6-oxo-1,2,3,4,6,7-hexahydro-[1,4]oxazepine FC(C1OC(C(CNC1)=O)C)F